5-[(3R)-3-(3-chloro-2,4-dimethyl-5,7-dihydropyrrolo[3,4-b]pyridine-6-carbonyl)pyrrolidin-1-yl]pyrazine-2-carbonitrile ClC=1C(=C2C(=NC1C)CN(C2)C(=O)[C@H]2CN(CC2)C=2N=CC(=NC2)C#N)C